3-(5-Formylthiophen-3-yl)-1-Boc-1H-indole C(=O)C1=CC(=CS1)C1=CN(C2=CC=CC=C12)C(=O)OC(C)(C)C